FC=1C(=NC=C(C1)SC(C(F)(F)F)(F)F)C=1C(=C(C(=O)N)C=C(C1)[N+](=O)[O-])SC1=NN=NN1CCO [3-fluoro-5-(1,1,2,2,2-pentafluoroethylsulfanyl)-2-pyridyl]-2-[1-(2-hydroxyethyl)tetrazol-5-yl]sulfanyl-5-nitro-benzamide